6-(4-hydroxy-2,2-dimethylpyrrolidin-1-yl)-N-(6-((R)-2-methylmorpholino)pyridin-2-yl)-2-(6-azaspiro[2.5]octan-6-yl)nicotinamide OC1CC(N(C1)C1=NC(=C(C(=O)NC2=NC(=CC=C2)N2C[C@H](OCC2)C)C=C1)N1CCC2(CC2)CC1)(C)C